COC=1C=C(C=CC1)C1=CC(=CC=C1OC(F)(F)F)[C@H](CC(=O)[O-])NC(=O)NC=1C(N(C=CC1[O-])C)=O.[Na+].[Na+] Natrium (S)-3-(3'-Methoxy-6-(trifluoromethoxy)biphenyl-3-yl)-3-(3-(1-methyl-4-oxido-2-oxo-1,2-dihydropyridin-3-yl)ureido)propanoat